6-bromo-7-chloro-2-(oxolan-3-yl)-1,3-benzothiazole BrC1=C(C2=C(N=C(S2)C2COCC2)C=C1)Cl